ClC1=NC(=C2N=CN(C2=N1)[C@H]1[C@H](OC(C)=O)[C@H](OC(C)=O)[C@H](O1)COC(C)=O)Cl 2,6-dichloro-9-(2,3,5-tri-O-acetyl-β-D-ribofuranosyl)purine